FC(CCN1N=NC(=C1)C(=O)NCC1=NC=CC=C1F)CN1N=NC(=C1)C(NCC1=CC(=CC=C1)OC(F)(F)F)=O 1-{3-fluoro-4-[4-({[3-(trifluoromethoxy)phenyl]methyl}carbamoyl)-1H-1,2,3-triazol-1-yl]butyl}-N-[(3-fluoropyridin-2-yl)methyl]-1H-1,2,3-triazole-4-carboxamide